3-(3-(2-(dimethylamino)ethoxy)phenyl)isonicotinic acid CN(CCOC=1C=C(C=CC1)C1=C(C(=O)O)C=CN=C1)C